C(C)(C)(C)P(C1=CC=C(C=C1)OC(C(F)(F)F)(F)F)C(C)(C)C di-(tert-butyl)(4-pentafluoroethoxyphenyl)phosphine